5-[[(5,6-dimethoxy-3-pyridyl)amino]methylene]-2,2-dimethyl-1,3-dioxane-4,6-dione COC=1C=C(C=NC1OC)NC=C1C(OC(OC1=O)(C)C)=O